C(CCC)OC1C(CCC1)OCCCC 1,2-dibutoxycyclopentane